C(#N)C(CC(=O)N)=CC=C(C(=O)N)N(C)C 2-cyano-5-dimethylamino-2,4-pentadienedicarboxamide